1-(2-(4-cyclopropyl-1H-1,2,3-triazol-1-yl)-2-(1-(methylsulfonyl)piperidin-4-yl)acetyl)-4-hydroxy-N-methylpyrrolidine-2-carboxamide C1(CC1)C=1N=NN(C1)C(C(=O)N1C(CC(C1)O)C(=O)NC)C1CCN(CC1)S(=O)(=O)C